ClC1=C(C=CC(=C1)F)C1=NC2=C(CN(CC2)C2CC3=CC(=CC(=C3CC2)F)Cl)N1 2-(2-chloro-4-fluorophenyl)-5-(7-chloro-5-fluoro-1,2,3,4-tetrahydronaphthalen-2-yl)-4,5,6,7-tetrahydro-3H-imidazo[4,5-c]pyridine